7-bromo-2-methyl-1,2,3,4-tetrahydroisoquinoline-6-carbonitrile BrC1=C(C=C2CCN(CC2=C1)C)C#N